[K].CN(S(=O)(=O)NC(NC1=C2CCCC2=CC=2CCCC12)=O)C1CN(CC1)C 3-(N-Methyl-N-(1-methylpyrrolidin-3-yl)sulfamoyl)-1-(1,2,3,5,6,7-hexahydro-s-indacen-4-yl)urea, potassium salt